Tert-butyl oxazole-2-carbonyl-pyrrolidine-1-carboxylate O1C(=NC=C1)C(=O)C1N(CCC1)C(=O)OC(C)(C)C